tert-butyl (2-(4-(3-methoxyprop-1-en-1-yl)-1H-pyrazol-1-yl)ethyl)carbamate COCC=CC=1C=NN(C1)CCNC(OC(C)(C)C)=O